O=C1NC(CCC1C1=C2C(NC(C2=CC=C1N1CC2(CC(C2)=O)CC1)=O)=O)=O (2,6-Dioxopiperidin-3-yl)-5-(2-oxo-6-azaspiro[3.4]oct-6-yl)isoindole-1,3-dione